[K+].S(=O)(=O)(OCCCCCCCCCCCC)[O-].[K+].C(CCCCCCCCCCC)OS(=O)(=O)[O-] potassium lauryl sulfate potassium